FC1=CC=C(C=C1)[C@H]1[C@@H](CN(C1)CCOC)NC(=O)NC1=C(C(=NN1C1=CC=CC=C1)C1=NC(=NO1)C(F)(F)F)C 1-((3S,4R)-4-(4-fluorophenyl)-1-(2-methoxyethyl)pyrrolidin-3-yl)-3-(4-methyl-1-phenyl-3-(3-(trifluoromethyl)-1,2,4-Oxadiazol-5-yl)-1H-pyrazol-5-yl)urea